tert-butyl N-(6-bromo-3-isoquinolyl)-N-tert-butoxycarbonyl-carbamate BrC=1C=C2C=C(N=CC2=CC1)N(C(OC(C)(C)C)=O)C(=O)OC(C)(C)C